CC1N(CC[C@H](C1)C1=CC(=CC=C1)O)C (3R,4R)-dimethyl-4-(3-hydroxyphenyl)piperidine